C(C)S(=O)(=O)C=1C(=NN(C1NC(=O)C1=NC=CC=C1)C)C=1N=C2N(C=NC(=C2)C(F)(F)F)C1 N-(4-(ethylsulfonyl)-1-methyl-3-(7-(trifluoromethyl)imidazo[1,2-c]pyrimidin-2-yl)-1H-pyrazol-5-yl)pyridineamide